2-[(2,6-difluorophenyl)methoxycarbonylamino]-4-[2-methoxyethyl-[4-(5,6,7,8-tetrahydro-1,8-naphthyridin-2-yl)butyl]amino]butanoic acid FC1=C(C(=CC=C1)F)COC(=O)NC(C(=O)O)CCN(CCCCC1=NC=2NCCCC2C=C1)CCOC